methyl-(S)-2-aminobutyric acid acetate C(C)(=O)O.C[C@@](C(=O)O)(CC)N